N-(2-(4-amino-3-(4-phenoxyphenyl)-1H-pyrazolo[3,4-d]pyrimidin-1-yl)ethyl)-2,3,4,5-tetrafluoro-6-methoxybenzenesulfonamide NC1=C2C(=NC=N1)N(N=C2C2=CC=C(C=C2)OC2=CC=CC=C2)CCNS(=O)(=O)C2=C(C(=C(C(=C2OC)F)F)F)F